N(=NC(=O)OCC(Cl)(Cl)Cl)C(=O)OCC(Cl)(Cl)Cl di(trichloroethyl) azodicarboxylate